6-bromo-3-ethyl-2-((S)-1-((R)-6-hydroxy-1,4-diazepan-1-yl)butyl)quinazolin-4(3H)-one BrC=1C=C2C(N(C(=NC2=CC1)[C@H](CCC)N1CCNC[C@H](C1)O)CC)=O